COC=1C=C(C=CC1OC)C=1N=C2N(C(C1)=O)C=C(N=C2)C=2CCNCC2 2-(3,4-Dimethoxyphenyl)-7-(1,2,3,6-tetrahydropyridin-4-yl)-4H-pyrazino[1,2-a]pyrimidin-4-one